[Na+].P(=O)([O-])([O-])OC[C@H]([C@H](C(CO)=O)O)O.[Na+] Ribulose 5-phosphate sodium salt